1-(4-methoxyphenyl)-N-[[5-(1-piperidyl)-3-pyridyl]methyl]-methanamin COC1=CC=C(C=C1)CNCC=1C=NC=C(C1)N1CCCCC1